3-hydroxy-2,2-dimethylpropan-1-on OCC(C=O)(C)C